C(#N)C=1C=CC(=C(C(=O)Cl)C1)SC(F)(F)F 5-cyano-2-(trifluoromethylthio)benzoyl chloride